rac-4-{4-[(3R)-2,6-dioxopiperidin-3-yl]Pyridin-2-yl}-1,4-diazacycloheptane-1-carboxylic acid tert-butyl ester C(C)(C)(C)OC(=O)N1CCN(CCC1)C1=NC=CC(=C1)[C@@H]1C(NC(CC1)=O)=O |r|